tri(2,4-di-tertiary butyl-phenyl) phosphite P(OC1=C(C=C(C=C1)C(C)(C)C)C(C)(C)C)(OC1=C(C=C(C=C1)C(C)(C)C)C(C)(C)C)OC1=C(C=C(C=C1)C(C)(C)C)C(C)(C)C